Rel-(1s,15S,16R,19s)-4-fluoro-15-{[1-(6-oxo-1,6-dihydropyridin-2-yl)ethyl]amino}-8,18-dioxa-11-azatetracyclo[17.2.2.02,7.011,16]tricosa-2(7),3,5-trien-10-one FC1=CC=2C3CCC(OC[C@H]4[C@H](CCCN4C(COC2C=C1)=O)N[C@@H](C)C=1NC(C=CC1)=O)CC3 |o1:10,11,24|